CN(C(=O)NC=1N=NC=C(C1)C(F)(F)F)C1CC2(CN(C2)C(=O)C=2C=NN3C2SC=C3)C1 1-methyl-1-(2-(pyrazolo[5,1-b]thiazole-7-carbonyl)-2-azaspiro[3.3]heptan-6-yl)-3-(5-(trifluoromethyl)pyridazin-3-yl)urea